ClC=1C2=C(N3C1C(NCC3)=O)CC(C2)(C)C 9-chloro-7,7-dimethyl-3,4,7,8-tetrahydro-2H-cyclopenta[4,5]pyrrolo[1,2-a]pyrazin-1(6H)-one